O1C2=C(OCC1)C=C(C=C2)[C@H]2N(CCC2)CC2=CC=C(C=C2)C2=NC=CC=C2 (S)-2-(4-((2-(2,3-dihydrobenzo[b][1,4]dioxin-6-yl)pyrrolidin-1-yl)methyl)phenyl)pyridine